tert-Butyl 3-(7-chloro-8-fluoro-2-(methylthio)-5-(propynyl)pyrido[4,3-d]pyrimidin-4-yl)-3,6-diazabicyclo[3.1.1]heptane-6-carboxylate ClC1=C(C=2N=C(N=C(C2C(=N1)C#CC)N1CC2N(C(C1)C2)C(=O)OC(C)(C)C)SC)F